(R)-3-cyclopropyl-N-(3-fluorophenyl)-6-(pyrrolidin-3-yloxy)imidazo[1,2-b]pyridazin-8-amine C1(CC1)C1=CN=C2N1N=C(C=C2NC2=CC(=CC=C2)F)O[C@H]2CNCC2